FC1=CC=C(C=C1)N1N=CC2=CC(=C(C=C12)C)[C@]12[C@H](CN(C1)S(=O)(=O)C=1C=NN(C1)C)C[C@@](C2)(C2=CC=CC=C2)OC 1-(4-fluorophenyl)-5-((3aS,5R,6aR)-5-methoxy-2-((1-methyl-1H-pyrazol-4-yl)sulfonyl)-5-phenylhexahydrocyclopenta[c]pyrrol-3a(1H)-yl)-6-methyl-1H-indazole